N,N-dimethyl-3,5-dimethylpiperidinium bisulfate S([O-])(O)(=O)=O.C[N+]1(CC(CC(C1)C)C)C